O=C1N(CCC(N1COCC[Si](C)(C)C)=O)C1=C2C=NN(C2=CC=C1)C1CCN(CC1)C(=O)OC(C)(C)C Tert-butyl 4-(4-(2,4-dioxo-3-((2-(trimethylsilyl)ethoxy)methyl)tetrahydropyrimidin-1(2H)-yl)-1H-indazol-1-yl)piperidine-1-carboxylate